ClC1=CC=2N(C=C1)N=C(C2C2CCC2)NC(CC(C)(C)O)=O N-(5-chloro-3-cyclobutylpyrazolo[1,5-a]pyridin-2-yl)-3-hydroxy-3-methylbutanamide